Methyl (S)-4-(3-(1-((3-methylpyridin-2-yl)methyl)pyrrolidin-3-yl)-2-oxo-2,3-dihydro-1H-imidazo[4,5-b]pyridin-1-yl)benzoate CC=1C(=NC=CC1)CN1C[C@H](CC1)N1C(N(C=2C1=NC=CC2)C2=CC=C(C(=O)OC)C=C2)=O